[N+](=O)([O-])[C@H]1[C@H](COC1)N (3R,4S)-4-nitro-tetrahydrofuran-3-amine